CN1N=NC2=C1C=CC(=C2C)C(CC(=O)O)C=2C=C1CCCC1=C(C2)CN2S(C1=C(O[C@@H](C2)CC)N=C(C=C1)C)(=O)=O 3-(1,4-Dimethyl-1H-benzotriazol-5-yl)-3-(7-{[(4R)-4-ethyl-7-methyl-1,1-dioxo-3,4-dihydro-2H-pyrido[2,3-b][1,4,5]oxathiazepin-2-yl]methyl}-2,3-dihydro-1H-inden-5-yl)propanoic acid